C(C1=CC=CC=C1)N1C(=NC2=C1C=C(C=C2)F)C=2C=CC1=C(C(=NO1)C)C2 5-(1-benzyl-6-fluoro-1H-benzo[d]imidazol-2-yl)-3-methylbenzo[d]isoxazole